5H-pyrrolo[3,2-d]Pyrimidine-4-carboxamide N1=CN=C(C2=C1C=CN2)C(=O)N